FC1=C(C=C(C=C1)F)S[C@H]1N(CCOC1)C(=O)N1CC2(CCCC2)[C@](CC1)(O)CN1C=NC(=CC1=O)C1=CC=CC=C1 3-(((S)-7-((R)-3-(2,5-Difluorophenyl)thio-morpholine-4-carbonyl)-10-hydroxy-7-azaspiro[4.5]decan-10-yl)methyl)-6-phenylpyrimidin-4(3H)-one